C(#N)C1=CC=2N(N=C1)C(=CC2)C2=NC=C(C(=O)NC[C@H](C(C)(C)O)F)C(=C2)NC2CCC(CC2)C=2OC(=NN2)C(F)F 6-(3-cyanopyrrolo[1,2-b]pyridazin-7-yl)-4-(((1r,4R)-4-(5-(difluoromethyl)-1,3,4-oxadiazol-2-yl)cyclohexyl)amino)-N-((R)-2-fluoro-3-hydroxy-3-methylbutyl)nicotinamide